[Sn+4].[O-2].[Ce+3] cerium oxide tin